methyl-7,3-dihydro-2H-1,5-benzodioxepine-3-one CC1C(COC2=C(O1)C=CCC2)=O